ClC1=NC=C(C(=N1)C=1C=C2C(=NC1)C=NN2C(C)C)C 6-(2-chloro-5-methylpyrimidin-4-yl)-1-isopropyl-1H-pyrazolo[4,3-b]pyridine